N-(2-(2-((2-methoxy-4-(piperazin-1-yl)phenyl)amino)quinazolin-8-yl)pyridin-4-yl)acrylamide COC1=C(C=CC(=C1)N1CCNCC1)NC1=NC2=C(C=CC=C2C=N1)C1=NC=CC(=C1)NC(C=C)=O